4-(tert-Butoxyamino)-6-(6-(trifluoromethyl)pyridin-2-yl)-N-(2-(trifluoromethyl)pyridin-4-yl)-1,3,5-triazin-2-amine C(C)(C)(C)ONC1=NC(=NC(=N1)C1=NC(=CC=C1)C(F)(F)F)NC1=CC(=NC=C1)C(F)(F)F